2-[(S)-2-[(S)-2-[(S)-2-acetylamino-3-(3-indolyl)propionylamino]-4-methylvalerylamino]-5-guanidinovaleryl]-1,3-benzothiazole-6-carboxylic acid C(C)(=O)N[C@H](C(=O)N[C@H](C(=O)N[C@H](C(=O)C=1SC2=C(N1)C=CC(=C2)C(=O)O)CCCNC(=N)N)CC(C)C)CC2=CNC1=CC=CC=C21